N=C1CC(CCC1C)NC1=CCC(CC1)C N-(3-imino-4-methylcyclohexyl)-4-methylcyclohex-1-en-1-amine